CC1=C(C(=O)OC(NC2=CC=C(C=C2)C(F)(F)F)=O)C=CC=N1 ((4-(trifluoromethyl) phenyl) carbamoyl) methylnicotinate